CN1N=CC(=C(C1=O)C)N[C@@H]1C[C@@H](CN(C1)C)C1=CC=C(C=C1)CN1CCC2(CCN(CC2)C2=CC(=C(C=C2)C2C(NC(CC2)=O)=O)C)CC1 3-[4-[9-[[4-[(3R,5R)-5-[(1,5-dimethyl-6-oxo-pyridazin-4-yl)amino]-1-methyl-3-piperidyl]phenyl]methyl]-3,9-diazaspiro[5.5]undecan-3-yl]-2-methyl-phenyl]piperidine-2,6-dione